4-benzyl-N-(1H-indol-3-yl)-6,6-dimethyl-5-oxo-5,6-dihydro-4H-thieno[3,2-b]pyrrole-2-carboxamide C(C1=CC=CC=C1)N1C2=C(C(C1=O)(C)C)SC(=C2)C(=O)NC2=CNC1=CC=CC=C21